COC(=O)C=1N=C(SC1)N1CCCC2=C1N=NC(=C2C)NC=2SC1=C(N2)C=CC=C1 2-[3-(1,3-benzothiazol-2-ylamino)-4-methyl-6,7-dihydro-5H-pyrido[2,3-c]pyridazin-8-yl]thiazole-4-carboxylic acid methyl ester